N-[(1R,3S)-3-{[6-chloro-2-(trifluoromethyl)quinolin-4-yl]amino}cyclohexyl]-3-(propane-2-sulfonamido)benzamide ClC=1C=C2C(=CC(=NC2=CC1)C(F)(F)F)N[C@@H]1C[C@@H](CCC1)NC(C1=CC(=CC=C1)NS(=O)(=O)C(C)C)=O